N-(2-methacryloyloxypentadecyl)-2-pyrrolidinone C(C(=C)C)(=O)OC(CN1C(CCC1)=O)CCCCCCCCCCCCC